1-((2-((S)-((tert-butoxycarbonyl)amino)(4,4-difluorocyclohexyl)methyl)imidazo[1,2-b]pyridazin-7-yl)methyl)cyclohex-3-ene-1-carboxylic acid C(C)(C)(C)OC(=O)N[C@H](C=1N=C2N(N=CC(=C2)CC2(CC=CCC2)C(=O)O)C1)C1CCC(CC1)(F)F